C(C1=CC=CC=C1)(=O)NCC1CCN(CC1)C(=O)OC(C)(C)C tert-butyl 4-(benzamidomethyl)piperidine-1-carboxylate